(E)-(2-(chloromethyl)-3-fluoroallyl)carbamic acid tert-butyl ester C(C)(C)(C)OC(NC/C(=C\F)/CCl)=O